2H-Thiochromen S1CC=CC2=CC=CC=C12